C1=C(C=CC2=CC(=CC=C12)C(=O)O)C(=O)O.C1=C(C=CC2=CC(=CC=C12)C(=O)O)C(=O)O naphthalene-2,6-dicarboxylic acid (naphthalene-2,6-dicarboxylate)